N[C@H](C(=O)O)CC=1N=CNC1 (S)-2-amino-3-(imidazol-4-yl)propanoic acid